(S)-3-hydroxy-tetrahydrofuran O[C@@H]1COCC1